O=C1NC(C=CC1N1C(C2=CC=CC(=C2C1=O)OCC(=O)N)=O)=O 2-((2-(2,6-dioxopyridin-3-yl)-1,3-dioxoisoindol-4-yl)oxy)acetamide